C(C)(=O)C1=C(C2=C(N=C(N=C2)NC2=NC=C(C=C2)N2CCNCC2)N(C1=O)C1CCCC1)C 6-acetyl-8-cyclopentyl-5-methyl-2-[[5-(piperazin-1-yl)pyridin-2-yl]amino]pyrido[2,3-d]pyrimidin-7(8H)-one